O1CC[C@@H](C2=CC=CC=C12)NC(=O)C=1C=NC2=C(C=CC=C2C1N(C)C)C1=CCCCCC1 (S)-N-(chroman-4-yl)-8-(cyclohepta-1-en-1-yl)-4-(dimethylamino)-quinoline-3-carboxamide